CN(C(C1=C(N=CC(=C1)C(F)(F)F)NC1=NC(=NS1)C=1C=C2C(=CN1)N(C(C2(C)C)=O)C)=O)C N,N-dimethyl-5-(trifluoromethyl)-2-(3-(1,3,3-trimethyl-2-oxo-2,3-dihydro-1H-pyrrolo[2,3-c]pyridin-5-yl)-1,2,4-thiadiazol-5-ylamino)nicotinamide